2-(hydroxymethyl)benzimidazole hydrofluoric acid salt F.OCC=1NC2=C(N1)C=CC=C2